perfluorooctanesulfonate FC(C(C(C(C(C(C(C(F)(F)F)(F)F)(F)F)(F)F)(F)F)(F)F)(F)F)(S(=O)(=O)[O-])F